3,5-Diamino-6-(4-phenoxyphenyl)-1,2,4-triazine NC=1N=NC(=C(N1)N)C1=CC=C(C=C1)OC1=CC=CC=C1